methyl (2S)-2-amino-5,5,5-trifluoro-4-methylpentanoate N[C@H](C(=O)OC)CC(C(F)(F)F)C